C(C)C=1C(=NC(=NC1OC1=CC=C(C=C1)N1CCNCC1)NS(=O)(=O)C=1C=NN(C1)C)C1=C(C=CC=C1)CC(C)C N-[5-ethyl-4-(2-isobutylphenyl)-6-(4-piperazin-1-ylphenoxy)pyrimidin-2-yl]-1-methyl-pyrazole-4-sulfonamide